5-(2-(1H-indol-3-yl)ethyl)-6-phenylmethyl-5,6,7,8-tetrahydro-[1,3]dioxazolo[4,5-g]isoquinoline N1C=C(C2=CC=CC=C12)CCC1N(CCC=2C=C3C(=CC12)ONO3)CC3=CC=CC=C3